BrC=1C=C2C(=NC1)NC=C2C(=O)O 5-bromo-1H-pyrrolo[2,3-b]pyridin-3-formic acid